((R)-3-(naphthalen-1-yl)-2-pivaloylaminopropyl)-L-alanyl-L-tryptophan methyl ester COC([C@@H](NC([C@@H](NC[C@@H](CC1=CC=CC2=CC=CC=C12)NC(C(C)(C)C)=O)C)=O)CC1=CNC2=CC=CC=C12)=O